C(C1=CC=CC=C1)OC=1C(C(=CN2C1C(N1[C@H](CC[C@@]([C@H]2C1)(O)CCBr)C)=O)C(=O)NCC1=C(C=C(C=C1F)F)F)=O (3S,6R,7R)-12-(benzyloxy)-6-(2-bromoethyl)-6-hydroxy-3-methyl-1,11-dioxo-N-(2,4,6-trifluorobenzyl)-1,4,5,6,7,11-hexahydro-3H-2,7-methanopyrido[1,2-a][1,4]diazonine-10-carboxamide